tert-butyl 3-((4-bromophenyl) (methyl) amino)-2-((tert-butyldimethylsilyl) oxy)-propanoate BrC1=CC=C(C=C1)N(CC(C(=O)OC(C)(C)C)O[Si](C)(C)C(C)(C)C)C